COC(=O)C1=CC2=CN(N=C2C=C1OC(C)C)C12COC(CC1)(C2)C 6-isopropoxy-2-(1-methyl-2-oxabicyclo[2.2.1]hept-4-yl)-2H-indazole-5-carboxylic acid methyl ester